C1(CC1)C1=CC(=C(C=N1)C(C)N1C[C@@H](N(C[C@H]1CC)C=1C=2C(N(C(C1)=O)C)=CN(N2)CC#N)CC)F 2-(7-((2S,5R)-4-(1-(6-cyclopropyl-4-fluoropyridin-3-yl)ethyl)-2,5-diethylpiperazin-1-yl)-4-methyl-5-oxo-4,5-dihydro-2H-pyrazolo[4,3-b]pyridin-2-yl)acetonitrile